FC=1C=C(C=CC1)C1CC(C1)C=1C=C(C=CC1OC)NS(=O)(=O)C N-(3-(3-(3-fluorophenyl)cyclobutyl)-4-methoxyphenyl)methanesulfonamide